2-acryloxypropyl phosphate 2-acryloxypropyl-phosphate C(C=C)(=O)OC(COP(=O)(O)O)C.P(=O)(OCC(C)OC(C=C)=O)(O)O